tert-butyl (1R,2S,5S)-2-((R)-(1,3-dithiane-2-yl)(hydroxy)methyl)-3-benzyl-3,8-diazabicyclo[3.2.1]octane-8-carboxylate S1C(SCCC1)[C@@H]([C@@H]1[C@H]2CC[C@@H](CN1CC1=CC=CC=C1)N2C(=O)OC(C)(C)C)O